cyclopentyl-n-propylmagnesium C1(CCCC1)[Mg]CCC